2-(((2-toluenesulfonyl-hydrazino)methyl)phenyl)piperazine-1-carboxylic acid tert-butyl ester C(C)(C)(C)OC(=O)N1C(CNCC1)C1=C(C=CC=C1)CNNS(=O)(=O)CC1=CC=CC=C1